O=C1NC(C=2C(N1)=CSC2C(=O)O)=O 2,4-dioxo-1H-thieno[3,4-d]pyrimidine-5-carboxylic acid